N1(CCCC1)CCC(=O)OC(C(=O)OCCCCCCCC(=O)OCCCCCCC)C(C(=O)OCCCCCCCC(=O)OCCCCCCC)OC(CCN1CCCC1)=O bis(8-(heptyloxy)-8-oxooctyl) 2,3-bis((3-(pyrrolidin-1-yl)propanoyl)oxy)-succinate